ClC=1C=NN(C1CC1N(C(C2=CC=C(C=C12)C1CC1)=O)CC=1C=NC(=CC1)OC)C 3-((4-chloro-1-methyl-1H-pyrazol-5-yl)methyl)-5-cyclopropyl-2-((6-methoxypyridin-3-yl)methyl)isoindolin-1-one